6-chloro-1-(1-methyl-1H-imidazol-4-yl)-4-(pyrrolidin-1-ylmethyl)-1H-pyrrolo[2,3-b]pyridine ClC1=CC(=C2C(=N1)N(C=C2)C=2N=CN(C2)C)CN2CCCC2